(S)-N-((S)-1-cyclohexyl-2-(4-(6-fluoro-1-methyl-1H-indole-2-carbonyl)-piperazin-1-yl)-2-oxoethyl)-2-(methylamino)-propanamide C1(CCCCC1)[C@@H](C(=O)N1CCN(CC1)C(=O)C=1N(C2=CC(=CC=C2C1)F)C)NC([C@H](C)NC)=O